(2R,3S,4S)-2-{[2-fluoro-4-(1,3-oxazol-5-yl)phenyl]methyl}-4-hydroxypyrrolidin FC1=C(C=CC(=C1)C1=CN=CO1)C[C@H]1NC[C@H](C1)O